CC1=CC=C(C=C1)S(=O)(=O)O.FC(OC1=C(C=C(C=C1)C1CNC1)C(F)(F)F)(F)F 3-(4-(trifluoromethoxy)-3-(trifluoromethyl)phenyl)azetidine 4-methylbenzenesulfonate